tert-butyl 3-(3-(2-(methoxymethoxy)-6-methyl-4-(trifluoromethyl)phenyl)furo[3,2-c]pyridazin-7-yl)piperidine-1-carboxylate COCOC1=C(C(=CC(=C1)C(F)(F)F)C)C1=CC2=C(N=N1)C(=CO2)C2CN(CCC2)C(=O)OC(C)(C)C